ethyl (E)-4-oxobut-2-enoate O=C/C=C/C(=O)OCC